4-[[4-(5-Hydroxypyridin-3-yl)thiophen-2-yl]methyl]piperazin OC=1C=C(C=NC1)C=1C=C(SC1)CN1CCNCC1